3-ethyl-3-(4-aminophenyl)-2,6-piperidinedione C(C)C1(C(NC(CC1)=O)=O)C1=CC=C(C=C1)N